ClC=1C=CC2=C(NCC(O2)C(=O)NC23C[C@@H](C(CC2)(CC3)NC(OC(C)(C)C)=O)O)C1 tert-butyl {(2S)-4-[(6-chloro-3,4-dihydro-2H-1,4-benzoxazine-2-carbonyl)amino]-2-hydroxybicyclo[2.2.2]octan-1-yl}carbamate